COC1=C(C(=CC=C1)OC)N1C(=NC=2C1=NC(=CN2)NS(=O)(=O)N2CCC(CC2)O)C2=NC(=CC=C2)OCC N-(1-(2,6-dimethoxyphenyl)-2-(6-ethoxypyridin-2-yl)-1H-imidazo[4,5-b]pyrazin-6-yl)-4-hydroxypiperidine-1-sulfonamide